3-(4-((9-chloro-7-(2-fluoro-6-methoxyphenyl)-5H-benzo[c]pyrimido[4,5-e]azepin-2-yl)amino)-2-methoxybenzoylamino)propionic acid ClC=1C=CC2=C(C(=NCC3=C2N=C(N=C3)NC3=CC(=C(C(=O)NCCC(=O)O)C=C3)OC)C3=C(C=CC=C3OC)F)C1